CC(CC)O methyl-1-propanol